C(CCC)NC1=C(C(C2(C(N(N=C2C)C2=CC=CC=C2)=O)C1)C1=CC=CC=C1)C(=O)OCC.C1(=CC=CC=C1)[Si](O[Si](O[Si](C)(C)C)(C1=CC=CC=C1)C1=CC=CC=C1)(C1=CC=CC=C1)C1=CC=CC=C1 pentaphenyl trimethyl trisiloxane ethyl 8-(butylamino)-1-methyl-4-oxo-3,6-diphenyl-2,3-diazaspiro[4.4]non-1,7-diene-7-carboxylate